BrC=1C(=C(SC1)C(=O)NC1(CC1)C(=O)OCC)F ethyl 1-{[(4-bromo-3-fluoro-2-thienyl)carbonyl] amino}cyclopropanecarboxylate